OC1=C(C=CC(=C1)O)C(CC1=CC(=C(C=C1)O)OC)=O 1-(2,4-Dihydroxyphenyl)-2-(4-hydroxy-3-methoxyphenyl)ethanon